4-chloro-5-(phenylethynyl)-1H-pyrrolo[2,3-b]pyridine ClC1=C2C(=NC=C1C#CC1=CC=CC=C1)NC=C2